C(C)(C)(C)OC(N(C)CC1=CN(C(=C1)C1=C(C=CC=C1)F)S(=O)(=O)C1=CC(=CC=C1)C=CCOC)=O tert-butyl((5-(2-fluorophenyl)-1-((3-(3-methoxyprop-1-en-1-yl)phenyl)sulfonyl)-1H-Pyrrol-3-yl)methyl)(methyl)carbamate